(R)-4-(3-(3-Aminopiperidin-1-carbonyl)-1-(chinolin-3-yl)-1H-pyrazol-5-yl)benzonitril N[C@H]1CN(CCC1)C(=O)C1=NN(C(=C1)C1=CC=C(C#N)C=C1)C=1C=NC2=CC=CC=C2C1